BrC=1C(=C2C3=C(N=CN=C3C1)N1[C@H](CCO2)CN(CC1)C(=O)C1[N@@](C1)C(C1=CC=CC=C1)(C1=CC=CC=C1)C1=CC=CC=C1)Cl ((R)-10-bromo-11-chloro-1,3,4,13,14,14a-hexahydro-2H-pyrazino[1',2':5,6][1,5]oxazocino[4,3,2-de]quinazolin-2-yl)((R)-1-tritylaziridin-2-yl)methanone